4-chloro-N-(2-methoxy-2-methylpropyl)pyrido[4,3-d]Pyridazin-1-amine ClC1=C2C(=C(N=N1)NCC(C)(C)OC)C=CN=C2